2,6-bis(3-(tert-butyl)-9H-carbazol-9-yl)-4'-(9H-carbazol-9-yl)-[1,1'-biphenyl] C(C)(C)(C)C=1C=CC=2N(C3=CC=CC=C3C2C1)C1=C(C(=CC=C1)N1C2=CC=CC=C2C=2C=C(C=CC12)C(C)(C)C)C1=CC=C(C=C1)N1C2=CC=CC=C2C=2C=CC=CC12